N1C=CC2=CC=CC(=C12)NC(C)=O N-(1H-indol-7-yl)acetamide